2-fluoro-N-[3,3-difluorocyclohexyl]aniline FC1=C(NC2CC(CCC2)(F)F)C=CC=C1